NCCCOC=1C=CC(=NC1)OC1=C(C(=C(C=C1)C1=CN=C2N1C=CN=C2NC2=CC(=C(C(=O)NC)C=C2)CC)F)F 4-[[3-[4-[[5-(3-aminopropoxy)-2-pyridyl]oxy]-2,3-difluoro-phenyl]imidazo[1,2-a]pyrazin-8-yl]amino]-2-ethyl-N-methyl-benzamide